phosphonium picrate salt C1([N+](=O)[O-])=CC([N+](=O)[O-])=CC([N+](=O)[O-])=C1[O-].[PH4+]